N,N'-bis(3,5-di-t-butyl-4-hydroxyhydrocinnamoyl)hydrazine C(C)(C)(C)C=1C=C(CCC(=O)NNC(CCC2=CC(=C(C(=C2)C(C)(C)C)O)C(C)(C)C)=O)C=C(C1O)C(C)(C)C